1,4-dihydropyrazolo[4',3':5,6]pyrano[2,3-b]quinoline-4-acrylate N1N=CC=2C(C=3C(=NC4=CC=CC=C4C3)OC21)C=CC(=O)[O-]